(S)-2,3-dihydroquinazolinone N=1C(NC=C2C=CC=CC12)=O